COC(CC1(CCSCC1)C[N+](=O)[O-])=O 2-(4-(nitromethyl)tetrahydro-2H-thiopyran-4-yl)acetic acid methyl ester